C1N(CC12CCNCC2)C2=NC=NC=C2OC2=C(C(=O)N(C(C)C)[C@H]1[C@H]3CC[C@@H](C1)O3)C=C(C=C2)F ((4-(2,7-diazaspiro[3.5]non-2-yl)pyrimidin-5-yl)oxy)-N-((1R,2R,4S)-7-oxabicyclo[2.2.1]hept-2-yl)-5-fluoro-N-isopropylbenzamide